3-{cyclobutyl[3-(4,4,5,5-tetramethyl-1,3,2-dioxaborolan-2-yl)phenyl]-methyl}-4-methyl-4H-1,2,4-triazole C1(CCC1)C(C1=NN=CN1C)C1=CC(=CC=C1)B1OC(C(O1)(C)C)(C)C